(pyridin-4-yl)-2-(4-(trifluoromethyl)phenyl)Azole-4-carboxylic acid ethyl ester C(C)OC(=O)C=1C(=C(NC1)C1=CC=C(C=C1)C(F)(F)F)C1=CC=NC=C1